3-((4-ethyl-2-iodophenoxy)methyl)pyridine C(C)C1=CC(=C(OCC=2C=NC=CC2)C=C1)I